C(C)OC=1NC(=NN1)C=1C(=CC(=C(C(=O)N2CCC(CC2)C2=C(C#N)C=CC=C2)C1)CC)CC (1-(5-(5-ethoxy-4H-1,2,4-triazol-3-yl)-2,4-diethylbenzoyl)piperidin-4-yl)benzonitrile